5-(8-((1S,2S)-2-(1-(cyclopropylmethyl)-1H-indazol-6-yl)cyclopropyl)imidazo[1,2-b]pyridazin-6-yl)pyrimidine-2,4(1H,3H)-dione C1(CC1)CN1N=CC2=CC=C(C=C12)[C@@H]1[C@H](C1)C=1C=2N(N=C(C1)C=1C(NC(NC1)=O)=O)C=CN2